ethyloctadeca-9,12-dienoate C(C)OC(CCCCCCCC=CCC=CCCCCC)=O